C(N)(=O)C1=NN(C2=C1CCC=1C=NC(=NC21)NC=2C=C(C=CC2OC(F)(F)F)N2CCN(CC2)C(=O)OC(C)(C)C)C tert-butyl 4-(3-((3-carbamoyl-1-methyl-4,5-dihydro-1H-pyrazolo[4,3-h]quinazolin-8-yl)amino)-4-(trifluoromethoxy)phenyl)piperazine-1-carboxylate